C1NCCC2=CC=CC=C12 1,2,3,4-tetra-hydroisoquinolin